N-{[3-(cyclopentyloxy)pyridin-2-yl]methyl}-5-{2-acetamidoimidazo[1,2-b]pyridazin-6-yl}pyridine-3-carboxamide C1(CCCC1)OC=1C(=NC=CC1)CNC(=O)C=1C=NC=C(C1)C=1C=CC=2N(N1)C=C(N2)NC(C)=O